[2-chloro-5-(thiazol-2-ylamino)phenyl]methanol ClC1=C(C=C(C=C1)NC=1SC=CN1)CO